FC(C(C)(O)C1=CC=C(C=C1)N1CC=2C(=NC=CC2C1=O)C1=C(C=CC=C1)OCC(F)(F)F)F [4-(1,1-difluoro-2-hydroxypropan-2-yl)phenyl]-4-[2-(2,2,2-trifluoroethoxy)phenyl]-2,3-dihydro-1H-pyrrolo[3,4-c]pyridin-1-one